ClC1=C(OCC2=NC=CC(=N2)O[C@@H]2C[C@@H](N(CC2)CC2=NC3=C(N2C[C@H]2OCC2)C=C(C=C3)C(=O)O)C)C=CC(=C1)C#N 2-{[(2S,4S)-4-({2-[(2-chloro-4-cyanophenoxy)methyl]pyrimidin-4-yl}oxy)-2-methylpiperidin-1-yl]methyl}-1-{[(2S)-oxetan-2-yl]methyl}-1H-1,3-benzodiazole-6-carboxylic acid